4-(4-nitrophenyl)-3,6-dihydro-2H-thiopyran 1,1-dioxide [N+](=O)([O-])C1=CC=C(C=C1)C=1CCS(CC1)(=O)=O